BrC1=CC=C(C=C1)NC(=O)NC1=CC=C(C=C1)CO 1-(4-bromophenyl)-3-[4-(hydroxymethyl)phenyl]urea